ClC1=C(C(=CC=C1)F)CC1=NOC(N1CC1=C(C=C(C=C1)F)C)=O 3-[(2-chloro-6-fluorophenyl)methyl]-4-[(4-fluoro-2-methylphenyl)methyl]-4,5-dihydro-1,2,4-oxadiazol-5-one